N-((1R,2R)-1-(4-(tert-butyl)-3-chlorophenyl)-1-hydroxy-3-(pyrrolidin-1-yl)propan-2-yl)-2-(2,3-dihydro-1H-inden-2-yl)acetamide C(C)(C)(C)C1=C(C=C(C=C1)[C@H]([C@@H](CN1CCCC1)NC(CC1CC2=CC=CC=C2C1)=O)O)Cl